1-(2,5-dihydroxy-phenyl)ethan-1-one OC1=C(C=C(C=C1)O)C(C)=O